O1COC=2C1=CC=1CCNCC1C2 7,8-dihydro-5H-[1,3]dioxolo[4,5-g]isoquinoline